Cl.C(#CC)C1(CCOC2(CCCC2)C1)CCN 2-(9-(prop-1-yn-1-yl)-6-oxaspiro[4.5]decan-9-yl)ethanamine hydrochloride